ClC1=NS(C2=C(N1)C(=C(C=C2)F)OC2=C(C=CC=C2)F)(=O)=O 3-chloro-6-fluoro-5-(2-fluorophenoxy)-4H-benzo[e][1,2,4]thiadiazine 1,1-dioxide